C(C=C)(=O)N1C[C@@H](CCC1)C1=C2C(=C(NC2=C(C(=C1F)F)C(=O)N)C)F (S)-4-(1-acryloylpiperidin-3-yl)-3,5,6-trifluoro-2-methyl-1H-indole-7-carboxamide